7-[[5-[(3R)-3-hydroxy-1-piperidyl]-2-pyridyl]amino]-4-(1-methylpyrrolo[2,3-b]pyridin-4-yl)isoindolin-1-one O[C@H]1CN(CCC1)C=1C=CC(=NC1)NC=1C=CC(=C2CNC(C12)=O)C1=C2C(=NC=C1)N(C=C2)C